FC1=C(C(=C(C(=C1F)F)F)F)OC(=O)C1=CC2=CC=CC=C2C=C1 2-naphthoic acid perfluorophenyl ester